ketotheobromine O=CN1C(NC(C=2N(C=NC12)C)=O)=O